C(C1=CC=CC=C1)OC(=O)N1CC(CC1)C(=O)Cl 3-(chlorocarbonyl)pyrrolidine-1-carboxylic acid benzyl ester